OC1=NC(=CC=C1)N1CCOCC1 oxyl-6-(morpholin-4-yl)pyridin